C1(=CC=CC=C1)/C(=C(/C1=CC=C(C=C1)OC(C(C)(C)C)=O)\C1=CC=C(OCCN2CCN(CC2)C(=O)OC(C)(C)C)C=C1)/CC tert-butyl (E)-4-(2-(4-(2-phenyl-1-(4-(pivaloyloxy)phenyl)but-1-en-1-yl)phenoxy)ethyl)piperazine-1-carboxylate